(9-methyl-5,6,8,9,10,11-hexahydro-7H-5,9:7,11-dimethanobenzo[9]annulen-7-yl)urea CC12CC3(CC(C4=C(C(C1)C3)C=CC=C4)C2)NC(=O)N